N[C@@H](C1CCN(CC1)C(=O)OC(C)(C)C)C1=NC=C(C=C1)Cl tert-butyl 4-[(S)-amino-(5-chloro-2-pyridyl)methyl]piperidine-1-carboxylate